N-(adamantan-2-yl)-4-(2-fluorophenyl)-1H-pyrrole-2-carboxamide C12C(C3CC(CC(C1)C3)C2)NC(=O)C=2NC=C(C2)C2=C(C=CC=C2)F